COCCN1C=NC2=CC=C(C=C2C1=O)NC(=O)NC1=CC=C(C=C1)OC(F)(F)F 1-(3-(2-methoxyethyl)-4-oxo-3,4-dihydroquinazolin-6-yl)-3-(4-(trifluoromethoxy)phenyl)urea